C(CCCCCCCCCCCCC)OC(CCSCCC(=O)OCCCCCCCCCCCCCC)=O Ditetradecylthiodi-propionat